ClC1=CC=C(S1)C(CO)C 2-[5-(Chloro)-2-thienyl]propan-1-ol